N1=NC(=CC=C1)OB(O)O pyridazin-3-yl-boric acid